1-(4-sulfophenylazo)-2-naphthol S(=O)(=O)(O)C1=CC=C(C=C1)N=NC1=C(C=CC2=CC=CC=C12)O